ClC=1C=C(NC2(CCC3(C(=CC4=CC=CC=C34)COCCC3=CC=C(C=C3)F)CC2)C(=O)O)C=CC1 (1s,4s)-4-(3-Chloroanilino)-2'-{[2-(4-fluorophenyl)ethoxy]methyl}spiro[cyclohexane-1,1'-indene]-4-carboxylic acid